C(C1CO1)N1C(NC(C1=O)(C)C)=O 3-(2,3-epoxypropyl)-5,5-dimethylhydantoin